(2S,4r)-1-[(2S)-2-(4-cyclopropyl-triazol-1-yl)-3,3-dimethyl-butyryl]-4-hydroxy-N-[(2-morpholinothiazol-5-yl)methyl]pyrrolidine-2-carboxamide C1(CC1)C=1N=NN(C1)[C@H](C(=O)N1[C@@H](C[C@H](C1)O)C(=O)NCC1=CN=C(S1)N1CCOCC1)C(C)(C)C